5-((3-Methylpyrazin-2-yl)methyl)-7-(1-(2-(trifluoromethoxy)phenyl)piperidin-4-yl)pyrido[2,3-b]pyrazin-6(5H)-one CC=1C(=NC=CN1)CN1C(C(=CC=2C1=NC=CN2)C2CCN(CC2)C2=C(C=CC=C2)OC(F)(F)F)=O